3-(4-phenoxyphenyl)-1-(4-(piperazine-1-yl)phenyl)-1H-pyrazolo[3,4-d]pyrimidin-4-amine O(C1=CC=CC=C1)C1=CC=C(C=C1)C1=NN(C2=NC=NC(=C21)N)C2=CC=C(C=C2)N2CCNCC2